2-[(2'S,4r)-2'-fluoro-1-oxo-6-(trifluoromethyl)spiro[3H-isoquinolin-4,1'-cyclopropan]-2-yl]-N-(1H-pyrazolo[3,4-d]pyrimidin-6-yl)acetamide F[C@@H]1[C@@]2(C1)CN(C(C1=CC=C(C=C12)C(F)(F)F)=O)CC(=O)NC1=NC=C2C(=N1)NN=C2